2-(4-methoxybenzyl)-6-(1-(3-oxo-3-(4-(5-(trifluoromethyl)pyrimidin-2-yl)piperazin-1-yl)propyl)azetidin-2-yl)-4-(trifluoromethyl)pyridazin-3(2H)-one COC1=CC=C(CN2N=C(C=C(C2=O)C(F)(F)F)C2N(CC2)CCC(N2CCN(CC2)C2=NC=C(C=N2)C(F)(F)F)=O)C=C1